3-(tert-Butyl) 4-methyl (R)-2,2-dimethyloxazolidine-3,4-dicarboxylate CC1(OC[C@@H](N1C(=O)OC(C)(C)C)C(=O)OC)C